OCC1=C(C=CC=C1)C=1N=CSC1 4-(2-(hydroxymethyl)phenyl)thiazol